FC1=CC=C(CN(C2C(CN(CC2)C2=CC(N(C=3C=CC(=NC23)C#N)C)=O)C)C)C=C1 8-(4-((4-Fluorobenzyl)(methyl)amino)-3-methylpiperidin-1-yl)-5-methyl-6-oxo-5,6-dihydro-1,5-naphthyridin-2-carbonitril